ClC1=NC(=C(C(N1C)=O)Cl)Cl 2,5,6-Trichloro-3-methylpyrimidin-4(3H)-one